1-chloro-4,6,8,10-tetramethyltridecane ClCCCC(CC(CC(CC(CCC)C)C)C)C